FC1=C(C=C(C=C1)F)C(/C=C(/C=O)\C)(CC=C(C)C)C (E)-4-(2,5-difluorophenyl)-2,4,7-trimethyloct-2,6-dienal